FC(C)SC methyl (1-fluoroethyl) sulfide